FC=1C=C(CC2CC(=NO2)CNC(=O)C2=NC=CC3=CC=CC=C23)C=CC1 5-(3-fluorobenzyl)-3-((isoquinoline-1-carboxamido)methyl)-4,5-dihydroisoxazole